(methylthio)-9-(tetrahydro-2H-pyran-4-yl)-7,9-dihydro-8H-purin-8-one-3-d CSC1N=CC=2NC(N(C2N1[2H])C1CCOCC1)=O